4,4'-methylenebicyclohexanol C1C2CCC(CC2)(C2CCC1CC2)O